FC=1C=C(C=C(C1)F)C(C)OC=1C=C2C(=NNC2=CC1)C1=NC2=C(N1)CN(C2)C2CCC(CC2)N(C)C 4-(2-(5-(1-(3,5-difluorophenyl)ethoxy)-1H-indazol-3-yl)-4,6-dihydropyrrolo[3,4-d]imidazol-5(1H)-yl)-N,N-dimethylcyclohexan-1-amine